1-(4-chloro-3-(trifluoromethyl)phenyl)-3-(4-(3-methoxy-5-methylphenyl)-5-(pyridin-4-yl)pyrimidin-2-yl)urea ClC1=C(C=C(C=C1)NC(=O)NC1=NC=C(C(=N1)C1=CC(=CC(=C1)C)OC)C1=CC=NC=C1)C(F)(F)F